(2R,5S)-5-(4-chlorobenzyl)-4-(4-(5-methyl-1,3,4-thiadiazol-2-yl)cyclohexyl)-2-((methylsulfonyl)methyl)-morpholine hydrochloride Cl.ClC1=CC=C(C[C@H]2CO[C@H](CN2C2CCC(CC2)C=2SC(=NN2)C)CS(=O)(=O)C)C=C1